COC1=C(CN(C=2OC3=C(C=NC=C3N3C[C@@H](OC[C@H]3C)C(=O)N3[C@H](C4=C(C=C(C=C4CC3)Cl)Cl)C)N2)CC2=C(C=C(C=C2)OC)OC)C=CC(=C1)OC ((2R,5R)-4-(2-(bis(2,4-dimethoxybenzyl)amino)oxazolo[4,5-c]pyridin-7-yl)-5-methylmorpholin-2-yl)((S)-6,8-dichloro-1-methyl-3,4-dihydroisoquinolin-2(1H)-yl)methanone